methyl 4-cyclopropyl-3-(N-(4-fluoro-5-(1-methyl-1,2,4-triazol-5-yl)-2-(pyrrol-1-yl)phenyl)sulfamoyl)benzoate C1(CC1)C1=C(C=C(C(=O)OC)C=C1)S(NC1=C(C=C(C(=C1)C1=NC=NN1C)F)N1C=CC=C1)(=O)=O